C(C)(C)(C)C=1C=C(C=CC1)C(CC(=O)O)NC(C(CC(C)C)N1C(C=CC=C1)=O)=O 3-(3-tert-butylphenyl)-3-(4-methyl-2-(2-oxopyridin-1(2H)-yl)pentanamido)propanoic acid